2-((1s,2s)-1-(2-cyano-4-(dimethylcarbamoyl)phenyl)-1-(1-methyl-1H-pyrazol-4-yl)propan-2-yl)-5-hydroxy-N-(isoxazol-4-yl)-1-methyl-6-oxo-1,6-dihydropyrimidine-4-carboxamide C(#N)C1=C(C=CC(=C1)C(N(C)C)=O)[C@H]([C@H](C)C=1N(C(C(=C(N1)C(=O)NC=1C=NOC1)O)=O)C)C=1C=NN(C1)C